(R)-5-(dimethylamino)pentane CN(CCCCC)C